4-hydroxy-4-((4-hydroxy-3-methylphenyl)but-1,3-diyn-1-yl)-2-methylcyclohex-2,5-dien-1-one OC1(C=C(C(C=C1)=O)C)C#CC#CC1=CC(=C(C=C1)O)C